C(#N)C=1C=CC(=C2C=CC=NC12)N1C[C@]2(C[C@]2(C1)C(F)(F)F)C(=O)N[C@@H]1CC[C@@H](CC1)N1CCN(CC1)CC1CC1 (1R,5S)-3-(8-cyanoquinolin-5-yl)-N-[cis-4-(4-(cyclopropylmethyl)piperazin-1-yl)cyclohexyl]-5-(trifluoromethyl)-3-azabicyclo[3.1.0]hexane-1-carboxamide